aminooxyornithine NON[C@@H](CCCN)C(=O)O